FC1=CC=C(C(=O)NC2=CC=C3C(=N2)C(=CN3)C3CCN(C=C3)CC)C=C1 5-(4-fluorobenzoyl)amino-3-(1-ethyl-1,2,3,4-tetrahydropyridin-4-yl)pyrrolo[3,2-b]pyridine